methyl 3-amino-6-chloro-5-(methylthio)pyrazine-2-carboxylate NC=1C(=NC(=C(N1)SC)Cl)C(=O)OC